FC1(CC2(C1)CN(CC2)C2=C1C=CN(C(C1=CN=C2)=O)CC=2N=C1N(C=C(C=C1)C=O)C2)F 2-[(5-{2,2-difluoro-6-azaspiro[3.4]octan-6-yl}-1-oxo-1,2-dihydro-2,7-naphthyridin-2-yl)methyl]imidazo[1,2-a]pyridine-6-carbaldehyde